N-(2-(1-((2-(2,6-dioxopiperidin-3-yl)-4-fluoro-1-oxoisoindolin-5-yl)methyl)piperidin-4-yl)-5-(2-hydroxypropan-2-yl)benzo[d]thiazol-6-yl)-6-(trifluoromethyl)picolinamide O=C1NC(CCC1N1C(C2=CC=C(C(=C2C1)F)CN1CCC(CC1)C=1SC2=C(N1)C=C(C(=C2)NC(C2=NC(=CC=C2)C(F)(F)F)=O)C(C)(C)O)=O)=O